4-dimethylamino-2'-hydroxy-4'-methoxy-3'-dimethylaminomethyl-chalcone CN(C1=CC=C(C=C1)\C=C\C(=O)C1=C(C(=C(C=C1)OC)CN(C)C)O)C